isotridecyl ether sulfate S(=O)(=O)(O)O.C(CCCCCCCCCC(C)C)OCCCCCCCCCCC(C)C